N-[4-(oxan-4-yloxy)phenyl]-5H,6H,7H,8H-pyrido[3,4-d]pyrimidin-2-amine O1CCC(CC1)OC1=CC=C(C=C1)NC=1N=CC2=C(N1)CNCC2